2-bromo-4-(trifluoromethyl)thiazole ethyl-2,5-dimethyl-1H-imidazole-4-carboxylate C(C)OC(=O)C=1N=C(NC1C)C.BrC=1SC=C(N1)C(F)(F)F